1-(1-Methyl-6-(1-(piperidin-3-ylmethyl)piperidin-4-yl)-1H-indazol-3-yl)dihydropyrimidine-2,4(1H,3H)-dione CN1N=C(C2=CC=C(C=C12)C1CCN(CC1)CC1CNCCC1)N1C(NC(CC1)=O)=O